cis-2-(4-(1-methyl-1H-pyrazol-5-yl)piperidin-1-yl)-6-azaspiro[3.4]octane trihydrochloride Cl.Cl.Cl.CN1N=CC=C1C1CCN(CC1)C1CC2(C1)CNCC2